3-mercapto-1-propyltributoxysilane SCCC[Si](OCCCC)(OCCCC)OCCCC